FC1=C(C(=C2C=CNC2=C1F)SC)OC=1C=CC(=C(C(=N)N)C1)F 5-((6,7-difluoro-4-(methylsulfanyl)-1H-indol-5-yl)oxy)-2-fluorobenzamidine